CN(CCCNC)C N1,N1,N3-trimethylpropane-1,3-diamine